2,2'-Di-methyl-spiro[6,7-dihydro-thieno[3,2-c]pyran-4,4'-piperidine] CC1=CC2=C(CCOC23CC(NCC3)C)S1